ClC1=CC=C(C(=N1)C(=O)OC(C)(C)C)N[C@H](C)C=1C=C(C=C2C(C(=C(OC12)C=1C=NN2C1N=CC=C2)C)=O)C tert-Butyl 6-chloro-3-[[(1R)-1-(3,6-dimethyl-4-oxo-2-pyrazolo[1,5-a]pyrimidin-3-yl-chromen-8-yl)ethyl]amino]pyridine-2-carboxylate